ClC=1C(=C(C=NC1)C=1C=C2C(=C(C=NC2=CC1)C1=CC(=CC(=C1)F)F)N1CCC(CC1)N)C=NO 1-(6-{5-Chloro-4-[(hydroxyimino)methyl]pyridin-3-yl}-3-(3,5-difluorophenyl)chinolin-4-yl)piperidin-4-amin